1,3-di-aminotrisilane N[SiH2][SiH2][SiH2]N